ClC1=CC(=C(C=C1)C1=CN(C2=NC(=CC=C21)C(=O)N2C(C(NCC2)=O)(C)C)CC(C)C)F 4-(3-(4-chloro-2-fluorophenyl)-1-isobutyl-1H-pyrrolo[2,3-b]pyridine-6-carbonyl)-3,3-dimethylpiperazin-2-one